(RS)-3-[2-[4-(6-fluorobenzo[d]isoxazol-3-yl)-1-piperidyl]ethyl]-7-hydroxy-4-methyl-1,5-diazabicyclo[4.4.0]deca-3,5-dien-2-one FC1=CC2=C(C(=NO2)C2CCN(CC2)CCC=2C(N3CCC[C@H](C3=NC2C)O)=O)C=C1 |r|